C(C)(C)(C)NS(=O)(=O)C1=CC=C(C=C1)N1CC2=C(CC(C1=O)NC(C1=CC=C(C=C1)F)=O)C=CC=C2 N-(2-(4-(N-tert-butylsulfamoyl)phenyl)-3-oxo-2,3,4,5-tetrahydro-1H-benzo[c]azepin-4-yl)-4-fluorobenzamide